C(C1=CC=CC=C1)C1=NN(C(=C1C)O)C 3-benzyl-1,4-dimethyl-1H-pyrazol-5-ol